1,2,3-propanetricarboxylic acid tris(4-n-decylcyclohexylamide) C(CCCCCCCCC)C1CCC(CC1)NC(=O)CC(CC(=O)NC1CCC(CC1)CCCCCCCCCC)C(=O)NC1CCC(CC1)CCCCCCCCCC